CC=1C=C(C=C(C1)S(=O)(=O)C)N1CCC2(CC1)[C@@H](C1=CC=CC=C1C2)N (S)-1'-(3-methyl-5-(methylsulfonyl)phenyl)-1,3-dihydro-spiro[indene-2,4'-piperidin]-1-amine